(R)-3-(3-(3-carbamoyl-piperidin-1-yl)phenyl)-2,2-dimethylpropionic acid tert-butyl ester C(C)(C)(C)OC(C(CC1=CC(=CC=C1)N1C[C@@H](CCC1)C(N)=O)(C)C)=O